FC1=CC=C(C=C1)C1(CCN(CC1)C1=NC(=NC(=C1C)C)C)O 4-(4-fluorophenyl)-1-(2,5,6-trimethylpyrimidin-4-yl)piperidin-4-ol